O=C1NC(CCC1N1C(C2=CC=CC(=C2C1=O)NCCCCCCCC(=O)N)=O)=O 8-((2-(2,6-dioxopiperidin-3-yl)-1,3-dioxoisoindolin-4-yl)amino)octanamide